(1R,3S,5R)-2-(2-(4-amino-6,7-difluoro-9H-pyrimido[4,5-b]indol-9-yl)acetyl)-N-(6-bromopyridin-2-yl)-5-methyl-2-azabicyclo[3.1.0]hexane-3-carboxamide NC1=NC=NC=2N(C3=CC(=C(C=C3C21)F)F)CC(=O)N2[C@@H]1C[C@@]1(C[C@H]2C(=O)NC2=NC(=CC=C2)Br)C